NC(CC(=O)O)C(NC(COC(CC)=O)C(C)O)=O 3-Amino-3-{[3-hydroxy-1-(propanoyloxy)butan-2-yl]carbamoyl}propanoic acid